C(C)(C)(C)OC(=O)N(S(O)(=O)=O)CCOC1(CCC(CC1)N(CC1=CC=CC=C1)CC1=CC=CC=C1)C(F)(F)F (tert-butoxycarbonyl)(2-(((1r,4r)-4-(dibenzylamino)-1-(trifluoromethyl)cyclohexyl)oxy)ethyl)sulfamic acid